Sodium 3-((((1-(5-bromofuran-2-yl)tridecyl)oxy)carbonyl)amino)propane-1-sulfonate BrC1=CC=C(O1)C(CCCCCCCCCCCC)OC(=O)NCCCS(=O)(=O)[O-].[Na+]